O=C1NC(CCC1N1C(C2=CC=CC(=C2C1)NC(CC)=O)=O)=O N-(2-(2,6-dioxopiperidin-3-yl)-1-oxoisoindolin-4-yl)propionamide